6-((3R,4S)-3-aminotetrahydro-2H-pyran-4-yl)-2-chloro-N-(furan-2-ylmethyl)-7-iodothieno[3,2-d]pyrimidin-4-amine N[C@H]1COCC[C@@H]1C1=C(C=2N=C(N=C(C2S1)NCC=1OC=CC1)Cl)I